N-trityl-morpholinocytosine C(C1=CC=CC=C1)(C1=CC=CC=C1)(C1=CC=CC=C1)N(C1=NC(NC=C1)=O)N1CCOCC1